tert-butyl 2-[2-(methylamino)thiazol-4-yl]acetate CNC=1SC=C(N1)CC(=O)OC(C)(C)C